1,1-dipropenyl-2-hexyloxyethane C(=CC)C(COCCCCCC)C=CC